CC1=CC=2SCC[C@@H]3N(C2N=C1)CCNC3 (S)-3-methyl-6,7,7a,8,10,11-hexahydro-9H-pyrazino[1,2-d]pyrido[3,2-b][1,4]thiazepin